N-(4-cyano-3-methoxy-phenyl)-5-(2-fluorophenyl)-1H-pyrrole-3-sulfonamide C(#N)C1=C(C=C(C=C1)NS(=O)(=O)C1=CNC(=C1)C1=C(C=CC=C1)F)OC